N-(2,3-dichloro-4-hydroxyphenyl)-1-methylcyclohexaneformamide ClC1=C(C=CC(=C1Cl)O)NC(=O)C1(CCCCC1)C